CC1=NC=CC2=C1N=C(N=C2N2CCC1(CCNC1)CC2)C=2C(=NNC2)C 8-methyl-2-(3-methyl-1H-pyrazol-4-yl)-4-(2,8-diazaspiro[4.5]decan-8-yl)pyrido[3,4-d]pyrimidine